BrC1=C2N(C=3C(=C(C=C(C13)OCC#N)Cl)Cl)CCN(C2=O)C 2-((10-Bromo-6,7-dichloro-2-methyl-1-oxo-1,2,3,4-tetrahydropyrazino[1,2-a]indol-9-yl)oxy)acetonitrile